FC=1C(=CC(=C(C1)NCC#CC=1N(C=2C=CC=C(C2C1)NC1CCN(CC1)C)CC(F)(F)F)OC)S(=O)(=O)C 2-{3-[(5-fluoro-4-methanesulfonyl-2-methoxyphenyl)amino]prop-1-yn-1-yl}-N-(1-methylpiperidin-4-yl)-1-(2,2,2-trifluoroethyl)-1H-indol-4-amine